C[NH2+]C N-methyl-methylammonium